4-(6-chloro-4-fluoro-3-pyridinyl)but-3-yn-1-ol ClC1=CC(=C(C=N1)C#CCCO)F